3-(5-methylpyrazol-1-yl)-5-(4,4,5,5-tetramethyl-1,3,2-dioxaborolan-2-yl)aniline CC1=CC=NN1C=1C=C(N)C=C(C1)B1OC(C(O1)(C)C)(C)C